C(C)(C)(C)OC(=O)N1CCC(CC1)(O)C(C1=C(C(=CC=C1)F)F)=O 4-(2,3-Difluorobenzoyl)-4-hydroxypiperidine-1-carboxylic acid tert-butyl ester